1-ethyl-3-methylimidazolium-2-carboxylate C(C)N1C(=[N+](C=C1)C)C(=O)[O-]